2-(2-(tetrahydro-2H-pyran-2-yloxy)ethoxy)acetic acid O1C(CCCC1)OCCOCC(=O)O